1-(2-(tert-butoxycarbonyl)amino-2-methylpropyl-1H-pyrazol-4-yl)-6-methylpiperidine-3-carboxylate C(C)(C)(C)OC(=O)NC(CN1N=CC(=C1)N1CC(CCC1C)C(=O)[O-])(C)C